O1CC(=CC2=CC=CC(=C12)O)O Chromene-3,8-diol